CC1=CC(=C(C2=C1C(=O)OC3=C(O2)C(=C(C(=C3COC(=O)C=CC(=O)O)O)C(=O)O)C)C=O)O 4-(3-Carboxyprop-2-enoyloxymethyl)-10-formyl-3,9-dihydroxy-1,7-dimethyl-6-oxobenzo[b][1,4]benzodioxepine-2-carboxylic acid